ClC1=CC=C(C=C1)NC(NCCC1=CC=C(C=C1)C#N)=O 3-(4-chlorophenyl)-1-[2-(4-cyanophenyl)ethyl]urea